N-(5-aminopyridin-2-yl)azetidine-3-carboxamide trifluoroacetate salt FC(C(=O)O)(F)F.NC=1C=CC(=NC1)NC(=O)C1CNC1